ClC=1C=C(C=CC1)C(CNC(=O)NCCCC1=CC=CC=C1)(C)OC 1-[2-(3-chlorophenyl)-2-methoxy-propyl]-3-(3-phenylpropyl)urea